4-([1,1'-Biphenyl]-4-yl)-2,6-dichloropyridine C1(=CC=C(C=C1)C1=CC(=NC(=C1)Cl)Cl)C1=CC=CC=C1